C=C=CB(O)O methylidenevinylboronic acid